C(C1=CC=CC=C1)OC(/C=C/CCC(=O)N)=O (E)-6-(benzyloxy)-6-oxohex-4-enoic amide